4-bromo-1H-pyrrole-2-carboxylic acid BrC=1C=C(NC1)C(=O)O